Cl.Cl.N[C@H](C(=O)OCC1=CC(=NC(=C1)Cl)Cl)CCCC1=CC=NC=C1 (2,6-Dichloropyridin-4-yl)methyl (S)-2-amino-5-(pyridin-4-yl)pentanoate dihydrochloride